COC(NC1CCC(CC1)NC1=NC2=C(C=C(C=C2C=N1)Br)CC)=O methyl-N-[(1r,4r)-4-[(6-bromo-8-ethylquinazolin-2-yl)amino]cyclohexyl]carbamate